5-benzyl-N-(4-(5-(3-hydroxy-3-methylbutyl)-2-methylphenyl)pyridin-2-yl)-4H-1,2,4-triazole-3-carboxamide C(C1=CC=CC=C1)C=1NC(=NN1)C(=O)NC1=NC=CC(=C1)C1=C(C=CC(=C1)CCC(C)(C)O)C